ClC1=C(C=CC(=C1)Cl)C=1CCCC2=C(C1C1=CC(=CC=C1)NC1CN(C1)CCCF)C=CC(=C2)C(=O)O 8-(2,4-dichlorophenyl)-9-(3-((1-(3-fluoropropyl)azetidin-3-yl)amino)phenyl)-6,7-dihydro-5H-benzo[7]annulene-3-carboxylic acid